N,N-distearyl-2-benzothiazolesulfenamide C(CCCCCCCCCCCCCCCCC)N(SC=1SC2=C(N1)C=CC=C2)CCCCCCCCCCCCCCCCCC